BrC=1C=C(C=CC1F)N1C(=NOC1=O)C=1C=CC(=C(C1)NC(=O)NC1CCCCC1)NCC(C)C 1-[5-[4-(3-bromo-4-fluorophenyl)-5-oxo-4,5-dihydro-1,2,4-oxadiazol-3-yl]-2-(isobutylamino)phenyl]-3-cyclohexylurea